CC1=CC=C2NC(C(NC2=C1)=O)=O 7-methyl-2,3-dioxo-1,4-dihydroquinoxaline